COC(=O)[C@H]1N(CC2=CC=C(C(=C2C1)OCC1=CC=NC=C1)OC)C=1OC2=C(N1)C=CC(=C2)F (S)-2-(6-fluorobenzo[d]oxazol-2-yl)-6-methoxy-5-(pyridin-4-ylmethoxy)-1,2,3,4-tetrahydroisoquinoline-3-carboxylic acid methyl ester